Cl.C(C)(C)(C)C=1C=C(C=C(C1)C1=CC=C(C=C1)CNCCCNCCCNCC(CC)C)C1=CC=C(C=C1)CNCCCNCCCNCC(CC)C N1,N1'-((5'-(tert-butyl)-[1,1':3',1''-terphenyl]-4,4''-diyl)bis(methylene))bis(N3-(3-((2-methylbutyl)amino)propyl)propane-1,3-diamine), hydrochloride salt